C(C)(C)(C)OC(NC1=C(C(=CC=C1)CN1C(OC2=C(C1)C=CC(=C2)CC(N(C)C)=O)=O)F)=O.OC2=C(C=C(C=C2C(C)(C)CC(C)(C)C)C(C)(C)CC(C)(C)C)N2N=C1C(=N2)C=CC=C1 2-(2'-hydroxy-3',5'-di-tert-octylphenyl)benzotriazole tert-butyl-N-[3-({7-[(dimethylcarbamoyl)methyl]-2-oxo-3,4-dihydro-2H-1,3-benzoxazin-3-yl}methyl)-2-fluorophenyl]carbamate